6-METHOXY-N-(NAPHTHALEN-2-YL)-[1,2,5]OXADIAZOLO[3,4-B]PYRAZIN-5-AMINE COC=1C(=NC=2C(N1)=NON2)NC2=CC1=CC=CC=C1C=C2